NO[C@@H](COC=1C=C2C=CC(=NC2=CC1)NC1CN(C1)C(=O)OC(C)(C)C)C(=O)OC(C)(C)C tert-butyl (S)-3-((6-(2-(aminooxy)-3-(tert-butoxy)-3-oxopropoxy)quinolin-2-yl)amino)azetidine-1-carboxylate